[Pd+2].OB1OC(C2=C1C=CC=C2)C(=O)NCC=2C=C(C(=O)N[C@@H](CCC(=O)O)C(=O)O)C=C(C2)CNC(=O)C2C1=C(B(O2)O)C=CC=C1 (3,5-bis((1-hydroxy-1,3-dihydrobenzo[c][1,2]oxaborole-3-carboxamido)methyl)benzoyl)glutamic acid Palladium(II)